Cis-8-dimethylamino-8-[3-(methoxymethoxy)phenyl]-3-[(4-methoxyphenyl)-methyl]-1,3-diazaspiro[4.5]decan-2-one CN(C1(CCC2(CN(C(N2)=O)CC2=CC=C(C=C2)OC)CC1)C1=CC(=CC=C1)OCOC)C